C(C(=C)C)(=O)OCCC[Si](OC)(OC)OC gamma-(methacryloyloxy)-propyltrimethoxysilane